(S)-N-(4-Chloro-3-methylphenyl)-N-methyl-5-propyl-1,2,5-thiadiazolidine-3-carboxamide 1,1-dioxide ClC1=C(C=C(C=C1)N(C(=O)[C@H]1NS(N(C1)CCC)(=O)=O)C)C